The molecule is an N-acylindole that is N-acetylindole carrying an additional formyl substituent at position 3. It has a role as a plant metabolite. It is a N-acylindole and an arenecarbaldehyde. CC(=O)N1C=C(C2=CC=CC=C21)C=O